C1(CC1)C1=NC=NC(=C1C1=NC=C2N(C(N(C2=N1)CC1=CC=C(C=C1)C=1N(C=C(N1)C(F)(F)F)C)=N)CC(F)F)OC 2-(4-cyclopropyl-6-methoxy-pyrimidin-5-yl)-7-(2,2-difluoroethyl)-9-[[4-[1-methyl-4-(trifluoromethyl)imidazol-2-yl]phenyl]methyl]purin-8-imine